5-((1-(4-(4-Methylpiperazin-1-yl)phenyl)-1H-imidazol-4-yl)amino)pyrazine-2-carbonitrile CN1CCN(CC1)C1=CC=C(C=C1)N1C=NC(=C1)NC=1N=CC(=NC1)C#N